(R)-3-methyl-1-(2,6,8-trifluoro-7-((Ra)-7-fluoro-8-((triisopropylsilyl)ethynyl)-3-((triisopropylsilyl)oxy)naphthalen-1-yl)quinazolin-4-yl)piperidin-3-ol C[C@@]1(CN(CCC1)C1=NC(=NC2=C(C(=C(C=C12)F)C1=CC(=CC2=CC=C(C(=C12)C#C[Si](C(C)C)(C(C)C)C(C)C)F)O[Si](C(C)C)(C(C)C)C(C)C)F)F)O